(2S)-2-amino-N-(amino(2-hydroxyphenyl)(oxo)-λ6-sulfanylidene)-4-methylpentanamide N[C@H](C(=O)N=S(=O)(C1=C(C=CC=C1)O)N)CC(C)C